((3S,4R,6S)-6-((S)-1-(4-fluorophenyl)-1,2,3,4-tetrahydroisoquinoline-2-carbonyl)-4-hydroxytetrahydro-2H-pyran-3-yl)carbamic acid tert-butyl ester C(C)(C)(C)OC(N[C@H]1CO[C@@H](C[C@H]1O)C(=O)N1[C@H](C2=CC=CC=C2CC1)C1=CC=C(C=C1)F)=O